(S)-2-(tert-butoxy)-2-(7-(4-chlorophenyl)-5-methyl-2-(1-methyl-3-(1-((S)-1-methylpyrrolidin-3-yl)piperidin-4-yl)-1H-pyrazolo[4,3-b]pyridin-5-yl)benzo[d]thiazol-6-yl)acetic acid C(C)(C)(C)O[C@H](C(=O)O)C1=C(C2=C(N=C(S2)C2=CC=C3C(=N2)C(=NN3C)C3CCN(CC3)[C@@H]3CN(CC3)C)C=C1C)C1=CC=C(C=C1)Cl